NCCN1C2=CC=C(C=C2C=2CC(CCC12)NC1=CC(=C(C=C1)Cl)Cl)Cl 9-(2-Aminoethyl)-6-chloro-N-(3,4-dichlorophenyl)-2,3,4,9-tetrahydro-1H-carbazol-3-amine